ClC1=C(C=CC(=C1)C=1C=CC2=C(N=C(O2)C2=CC(=C(C=C2)F)O)C1)O 2-Chloro-4-(2-(4-fluoro-3-hydroxyphenyl)benzo[d]oxazol-5-yl)phenol